7-(5-chloro-2-((2-chloro-4-fluorophenyl)amino)pyridine-4-yl)-2-(5-fluoro-2-(hydroxymethyl)benzyl)-3,4-dihydropyrrolo[1,2-a]pyrazine-1(2H)-one ClC=1C(=CC(=NC1)NC1=C(C=C(C=C1)F)Cl)C=1C=C2N(CCN(C2=O)CC2=C(C=CC(=C2)F)CO)C1